C([2H])([2H])([2H])N(C(CC1=C(NC2=C(C(=C(C(=C12)O)[2H])[2H])[2H])[2H])([2H])[2H])C([2H])([2H])[2H] 3-(2-(bis(methyl-d3)amino)ethyl-2,2-d2)-1H-indol-2,5,6,7-d4-4-ol